N1N=CC2=CC=C(C=C12)NC1=NC=C(C(=N1)NC1=C(C=CC=C1)P(C)(C)=O)Cl (2-((2-((1H-indazol-6-yl)amino)-5-chloropyrimidin-4-yl)amino)phenyl)dimethylphosphine oxide